N1=CC=C(C=C1)C=C1CC2(CC(C2)NC(OC(C)(C)C)=O)C1 tert-butyl (6-(pyridin-4-ylmethylene)spiro[3.3]heptan-2-yl)carbamate